F[C@@H]1CN(CCCC1)C=1C=C2C(=CC=NC2=CC1)C(=O)OC Methyl (S)-6-(3-fluoroazepan-1-yl)quinoline-4-carboxylate